OCCCN(C(OC(C)(C)C)=O)CCCC=1N(N=C2C=CC=C(C12)B1OC(C(O1)(C)C)(C)C)C tert-butyl N-(3-hydroxypropyl)-N-[3-[2-methyl-4-(4,4,5,5-tetramethyl-1,3,2-dioxaborolan-2-yl)indazol-3-yl]propyl]carbamate